7-methyl-N-[(2S)-1-piperazin-1-ylpropan-2-yl]thieno[3,2-d]pyrimidin-4-amine CC1=CSC2=C1N=CN=C2N[C@H](CN2CCNCC2)C